3-(2-hydroxyphenyl)-4,6-diphenylpyran-2-one OC1=C(C=CC=C1)C=1C(OC(=CC1C1=CC=CC=C1)C1=CC=CC=C1)=O